ClC(=O)[O-] R-chloroformate